8-Chloro-N-{2-[(methylamino)carbonyl]phenyl}-4-oxo-1H-quinoline-3-carboxamide ClC=1C=CC=C2C(C(=CNC12)C(=O)NC1=C(C=CC=C1)C(=O)NC)=O